O=C1NC(CCC1N1C(C2=CC=CC(=C2C1=O)OCC=1N=NN(C1)CCCCCCCCCO)=O)=O 2-(2,6-dioxo-3-piperidyl)-4-[[1-(9-hydroxynonyl)triazol-4-yl]methoxy]isoindoline-1,3-dione